FC=1C=C(C=C(C1)F)N1C(OC(C1)(C(=O)OC)C)=O methyl 3-(3,5-difluorophenyl)-5-methyl-2-oxo-oxazolidine-5-carboxylate